FC1=CC2=C(NC([C@H](CS2)NC(OC(C)(C)C)=O)=O)C=C1C(=O)NN tert-butyl N-[(3R)-8-fluoro-7-(hydrazinecarbonyl)-4-oxo-3,5-dihydro-2H-1,5-benzothiazepin-3-yl]carbamate